CN(C(OC(C)(C)C)=O)C1CCNCC1 tert-butyl N-methyl-N-(4-piperidyl)carbamate